(S)-tert-butyl-sulfenamide C(C)(C)(C)SN